O1CCN(CC1)C1=CC=C(C=N1)NC1=NC(=NC=C1C1CCOCC1)CO (4-((6-morpholinopyridin-3-yl)amino)-5-(tetrahydro-2H-pyran-4-yl)pyrimidin-2-yl)methanol